5-(2-(Dimethylamino)ethoxy)-6-(1-methylbenzimidazol-4-yl)-3-(4-morpholinoanilino)pyrazine-2-carboxamide CN(CCOC=1N=C(C(=NC1C1=CC=CC=2N(C=NC21)C)C(=O)N)NC2=CC=C(C=C2)N2CCOCC2)C